allyl (11aS)-11-hydroxy-7-methoxy-5-oxo-8-((triisopropylsilyl) oxy)-2,3,11,11a-tetrahydro-1H-benzo[e]pyrrolo[1,2-a][1,4]diazepine-10(5H)-carboxylate OC1[C@H]2N(C(C3=C(N1C(=O)OCC=C)C=C(C(=C3)OC)O[Si](C(C)C)(C(C)C)C(C)C)=O)CCC2